BrC=1C=C(C(=NC1)OCCCN1CCOCC1)N 5-Bromo-2-(3-morpholinopropoxy)pyridin-3-amine